COC(=O)C=1C=NN(C1)C1=C(C=C(C=C1)NC(CC1=C(C=CC=C1)Cl)=O)S(N)(=O)=O (4-{[(2-chlorophenyl)acetyl]amino}-2-sulfamoylphenyl)-1H-pyrazole-4-carboxylic acid methyl ester